C(CCC(=O)O)(=O)O.C(CCC(=O)O)(=O)OCCOC(C=C)=O 2-acryloxyethyl succinate (succinate)